FC(CNC(OCC1(CN(C1)C=1C=2N(N=C(C1)C=1C(NC(NC1)=O)=O)C=CN2)F)=O)(F)F (1-(6-(2,4-dioxo-1,2,3,4-tetrahydropyrimidin-5-yl)imidazo[1,2-b]pyridazin-8-yl)-3-fluoroazetidin-3-yl)methyl (2,2,2-trifluoroethyl)carbamate